N-{4-[2-(2-chlorophenyl)acetamido]pyridin-2-yl}-N-(3,5-difluoro-4-methylphenyl)acetamide ClC1=C(C=CC=C1)CC(=O)NC1=CC(=NC=C1)N(C(C)=O)C1=CC(=C(C(=C1)F)C)F